(R)-3-methyl-2-(2-(1-methyl-2-oxabicyclo[3.1.1]heptan-4-yl)-2H-pyrazolo[3,4-b]pyrazin-6-yl)-5-(trifluoromethyl)phenol CC=1C(=C(C=C(C1)C(F)(F)F)O)C=1C=NC=2C(N1)=NN(C2)[C@H]2COC1(CC2C1)C